3,4-difluoro-2-aminobenzamide FC=1C(=C(C(=O)N)C=CC1F)N